N,N',N'',N'''-((5,8,11,14,17,20,23-heptaoxa-2,26-diazaheptacosanedioyl)bis(benzene-4,1,2-triyl))tetrakis(2-chloroacetamide) C(NCCOCCOCCOCCOCCOCCOCCOCCNC(=O)C1=CC(=C(C=C1)NC(CCl)=O)NC(CCl)=O)(=O)C1=CC(=C(C=C1)NC(CCl)=O)NC(CCl)=O